C(C1=CC=CC=C1)N1C[C@H](N(C[C@@H]1CO)C(=O)OC(C)(C)C)C tert-butyl (2R,5R)-4-benzyl-5-hydroxymethyl-2-methyl-piperazine-1-carboxylate